(S)-(1-(2-fluorophenyl)ethyl)diphenylphosphin oxide FC1=C(C=CC=C1)[C@H](C)P(C1=CC=CC=C1)(C1=CC=CC=C1)=O